umbellate C(\C=C\C=1C(O)=CC(O)=CC1)(=O)[O-]